(R)-3-cyclopropyl-N-((S)-2-(dimethylamino)-3-(2-oxo-2,3-dihydrobenzo[d]oxazol-6-yl)propyl)-3-phenylpropionamide C1(CC1)[C@@H](CC(=O)NC[C@H](CC1=CC2=C(NC(O2)=O)C=C1)N(C)C)C1=CC=CC=C1